C1CCC2=C(C=3CCCC3C=C12)NC(=O)N=S(=O)(N)C1CC1 N'-((1,2,3,5,6,7-hexahydro-s-indacen-4-yl)carbamoyl)cyclopropane-sulfonimidamide